FC1(CCC=2C=C(NC2C1=O)C(=O)OCC)F ethyl 6,6-difluoro-7-oxo-4,5,6,7-tetrahydro-1H-indole-2-carboxylate